COCC1(CCCC1)CNC {[1-(methoxymethyl)cyclopentyl]methyl}(methyl)ammonia